1-(5-(difluoromethoxy)-2-fluorophenyl)-3-(3-hydroxy-3-methylbutan-2-yl)-2-oxo-2,3-dihydro-1H-benzo[d]imidazole-5-carboxylic acid FC(OC=1C=CC(=C(C1)N1C(N(C2=C1C=CC(=C2)C(=O)O)C(C)C(C)(C)O)=O)F)F